C(C)(C)(C)OC(=O)N[C@H](C(=O)O)CC=1C=C2C=CC=NC2=CC1 (S)-2-((tert-Butoxycarbonyl)amino)-3-(quinolin-6-yl)propanoic acid